C1(CCCC1)N1N=C(C=C1C1=C(C=CC=C1)C(F)(F)F)C(=O)N[C@@H](CCN1CC2C(C2C1)(F)F)C(C)C1=NN=NN1 1-cyclopentyl-N-[(3S)-1-{6,6-difluoro-3-azabicyclo[3.1.0]hexan-3-yl}-4-(1H-1,2,3,4-tetrazol-5-yl)pentan-3-yl]-5-[2-(trifluoromethyl)phenyl]-1H-pyrazole-3-carboxamide